N[C@H]1CN(CCC1)CC=1C=C(C=CC1)S(=O)(=O)NC=1C=NC(=CC1)C=1SC=2N=CN=C(C2N1)N1CCOCC1 (R)-3-((3-aminopiperidin-1-yl)methyl)-N-(6-(7-morpholinothiazolo[5,4-d]pyrimidin-2-yl)pyridin-3-yl)benzenesulfonamide